C1(CCC1)[C@@H](CC)N1N=CC(=C1)C=1C=2N(C=C(N1)C=1C=NN(C1)C[C@H](CO)O)N=CC2 (R)-3-(4-(4-(1-((R)-1-cyclobutylpropyl)-1H-pyrazol-4-yl)pyrazolo[1,5-a]pyrazin-6-yl)-1H-pyrazol-1-yl)propane-1,2-diol